1-(3-{3-[1-(4-Amino-3-methyl-1H-pyrazolo[3,4-d]pyrimidin-1-yl)ethyl]-5-chloro-2-ethoxy-6-fluorophenyl}azetidin-1-yl)-2-methylpropan-2-ol NC1=C2C(=NC=N1)N(N=C2C)C(C)C=2C(=C(C(=C(C2)Cl)F)C2CN(C2)CC(C)(O)C)OCC